ClC1=C(N(C(C2=C(C=CC=C12)[S@](=O)(=N)C1=NC=CC=N1)=O)C1=CC=CC=C1)[C@H](C)NC=1C2=C(N=CN1)NC=CC2=O 4-(((S)-1-(4-chloro-1-oxo-2-phenyl-8-((R)-pyrimidine-2-sulfonimidoyl)-1,2-dihydroisoquinolin-3-yl)ethyl)amino)pyrido[2,3-d]pyrimidin-5(8H)-one